sodium (S)-2-(2-(1,1-difluoropropyl)-4-methylphenoxy)propanoate FC(CC)(F)C1=C(O[C@H](C(=O)[O-])C)C=CC(=C1)C.[Na+]